C(C)(=O)OC(CC)CC ethyl-2-methyl-ethyl acetate